glycidyl normal pentanoate C(CCCC)(=O)OCC1CO1